N1(N=NC=C1)[C@H]1CCC2=CC(=CC=C12)N1C(=NC=2C1=NC(=CC2)B(O)O)C=2C(=NC=CC2)N (S)-(3-(1-(1H-1,2,3-triazol-1-yl)-2,3-dihydro-1H-inden-5-yl)-2-(2-aminopyridin-3-yl)-3H-imidazo[4,5-b]pyridin-5-yl)boronic acid